6-fluoro-1-(phenylsulfonyl)-1H-indole-2-carbaldehyde FC1=CC=C2C=C(N(C2=C1)S(=O)(=O)C1=CC=CC=C1)C=O